2-Sulphobenzoic anhydride S(=O)(=O)(O)C1=C(C(=O)OC(C2=C(C=CC=C2)S(=O)(=O)O)=O)C=CC=C1